CC1=NC(=CC(=N1)N1CCN(CC1)C1CN(C1)CC1=CC=C(CC=2C=3C4=C(C(N(C4=CC2)C2C(NC(CC2)=O)=O)=O)C=CC3)C=C1)N1C=NC(=C1)C(F)(F)F 3-(6-(4-((3-(4-(2-methyl-6-(4-(trifluoromethyl)-1H-imidazol-1-yl)pyrimidin-4-yl)piperazin-1-yl)azetidin-1-yl)methyl)benzyl)-2-oxobenzo[cd]indol-1(2H)-yl)piperidine-2,6-dione